3-hydroxy-3-phenyl-propanoate OC(CC(=O)[O-])C1=CC=CC=C1